3,4,5-trimethoxy-N-(3-piperidyl)benzamide COC1=CC(=CC(=C1OC)OC)C(=O)NC2CCCNC2